C(C)OC(=O)C1=NN(C=CC1=O)C1=CC=C(C=C1)C(=O)OCC [4-(ethoxycarbonyl)phenyl]-4-oxo-1,4-dihydropyridazine-3-carboxylic acid ethyl ester